COC(C=CC1=CC=CC=C1)=O METHYLCINNAMATE